C(CC=C)C1CCN(CC1)C(=O)Cl 4-(but-3-en-1-yl)piperidine-1-carbonyl chloride